C(N)(=O)N1CCN(CC1)C1=C2C[C@@H](N(CC2=CC=C1)C(=O)OC(C)(C)C)CN([C@H]1CCCC=2C=CC=NC12)C tert-Butyl (3R)-5-(4-carbamoylpiperazin-1-yl)-3-[[methyl-[(8S)-5,6,7,8-tetrahydroquinolin-8-yl]amino]methyl]-3,4-dihydro-1H-isoquinoline-2-carboxylate